2-[2-(3-Bromo-4,5-dihydro-1,2-oxazol-5-yl)-5-methylphenyl]-3,5-difluoropyridine BrC1=NOC(C1)C1=C(C=C(C=C1)C)C1=NC=C(C=C1F)F